tert-butyl (R)-4-(1-((benzyloxy)carbonyl) piperidin-4-yl)-3-(((tert-butyldimethylsilyl)oxy)methyl)piperazine-1-carboxylate C(C1=CC=CC=C1)OC(=O)N1CCC(CC1)N1[C@H](CN(CC1)C(=O)OC(C)(C)C)CO[Si](C)(C)C(C)(C)C